N1=CC(=CC2=CC=CC=C12)C1=C(C(=O)N)C=CC=N1 (quinolin-3-yl)nicotinamide